N(=[N+]=[N-])[C@@H]1[C@@H](CN(CC1)C(=O)OC(C)(C)C)F tert-Butyl (3R,4S)-4-azido-3-fluoro-piperidine-1-carboxylate